4-(1-tert-butylsulfonyl-5,5-dimethyl-pyrrolidin-3-yl)-7-chloro-2,3-dihydro-1,4-benzoxazine C(C)(C)(C)S(=O)(=O)N1CC(CC1(C)C)N1CCOC2=C1C=CC(=C2)Cl